4-bromo-N-(2-(4,4-difluoropiperidin-1-yl)-1-methyl-1H-benzo[d]imidazol-4-yl)-2-(6-azaspiro[2.5]octan-6-yl)benzamide BrC1=CC(=C(C(=O)NC2=CC=CC=3N(C(=NC32)N3CCC(CC3)(F)F)C)C=C1)N1CCC3(CC3)CC1